ClC=1C=CC(=C(C(=O)NC2=CC(=CC=C2)S(N)(=O)=O)C1)OC1=C(C=C(C=C1)F)C 5-chloro-2-(4-fluoro-2-methylphenoxy)-N-(3-sulfamoylphenyl)benzamide